FC1=CC=C(C=C1)[C@@H]1N(CCC2=CC=CC=C12)C(=O)[C@@H]1OC[C@@H]([C@H](C1)OS(=O)(=O)C)OC1=CC=CC=C1 methanesulfonic acid (2r,4S,5S)-2-((S)-1-(4-fluorophenyl)-1,2,3,4-tetrahydroisoquinoline-2-carbonyl)-5-phenoxytetrahydro-2H-pyran-4-yl ester